C(C1=CC=CC=C1)(=S)SCC(=O)O 2-(thiobenzoylthio)acetic acid